FC(C1=CC=C(C=N1)C1=C(C(=O)O)C=C(C=C1)NC(=O)C1(CC1)C1=C(C=C(C(=C1)F)F)F)(F)F 2-[6-(Trifluoromethyl)pyridin-3-yl]-5-({[1-(2,4,5-trifluorophenyl)cyclopropyl]carbonyl}amino)benzoic acid